OC(C)(C)C=1SC=C2NC(N(C(C21)=O)C2=C(C=CC(=C2)S(=O)(=O)N2CCCC1=CC=CC=C21)Cl)=O 5-(1-Hydroxy-1-methylethyl)-3-[2-chloro-5-(3,4-dihydro-quinolin-1(2H)-ylsulfonyl)phenyl]thieno[3,4-d]pyrimidine-2,4(1H,3H)-dione